FC(C(=N)NO)(C1=CC=C(C=C1)OC(F)(F)F)F 2,2-difluoro-N-hydroxy-2-(4-(trifluoromethoxy)phenyl)acetamidine